7-fluoro-3-(methoxymethoxy)-8-[(E)-2-(4,4,5,5-tetramethyl-1,3,2-dioxaborolan-2-yl)ethenyl]naphthalen-1-ol FC1=CC=C2C=C(C=C(C2=C1\C=C\B1OC(C(O1)(C)C)(C)C)O)OCOC